C(C#C)OCC=C 3-(prop-2-yn-1-yloxy)prop-1-ene